FC1=CC=C(C=C1)N1N=CC2=C1C=C1CCN(C[C@]1(C2)C(=O)C2=NC=CC=C2)S(=O)(=O)C=2C=NC=C(C2)N2CCCC2 (R)-(1-(4-fluorophenyl)-6-((5-(pyrrolidin-1-yl)pyridin-3-yl)sulfonyl)-4,4a,5,6,7,8-hexahydro-1H-pyrazolo[3,4-g]isoquinolin-4a-yl)(pyridin-2-yl)methanone